Lysine Hydrochloride Salt Cl.N[C@@H](CCCCN)C(=O)O